Bis-(3-[triethoxysilyl]-propyl)-tetrasulfan C(C)O[Si](CCCSSSSCCC[Si](OCC)(OCC)OCC)(OCC)OCC